4-methyl-3-(5-(1-(naphthalen-2-yl)ethyl)-1,2,4-oxadiazol-3-yl)aniline CC1=C(C=C(N)C=C1)C1=NOC(=N1)C(C)C1=CC2=CC=CC=C2C=C1